N-{1-[5-(4,4,4-trifluorobutyl)-1,3,4-oxadiazol-2-yl]Piperidin-4-yl}carbamic acid tert-butyl ester C(C)(C)(C)OC(NC1CCN(CC1)C=1OC(=NN1)CCCC(F)(F)F)=O